FC1=CN(C2=CC=C(C=C12)CNC(=O)C1C[C@H]2CC[C@@H](C1)N2)C (1R,3S,5S)-N-[(3-fluoro-1-methylindol-5-yl)methyl]-8-azabicyclo[3.2.1]Octane-3-carboxamide